2,5-bis(4-aminophenyl)pyrazine NC1=CC=C(C=C1)C1=NC=C(N=C1)C1=CC=C(C=C1)N